4-{2-[(piperidin-3-yl)amino]-5-(trifluoromethyl)pyrimidin-4-yl}-N-(pyridin-4-yl)-1H-pyrrole-2-carboxamide N1CC(CCC1)NC1=NC=C(C(=N1)C=1C=C(NC1)C(=O)NC1=CC=NC=C1)C(F)(F)F